1-(3-hydroxymethyl-phenyl)-1H-imidazole OCC=1C=C(C=CC1)N1C=NC=C1